(R)-1-(3-(3-(4-(2,3-dimethylphenoxy)phenyl)-1H-pyrazolo[4,3-c]pyridin-1-yl)piperidin-1-yl)prop-2-en-1-one CC1=C(OC2=CC=C(C=C2)C2=NN(C3=C2C=NC=C3)[C@H]3CN(CCC3)C(C=C)=O)C=CC=C1C